ClC1=C(C(=O)O)C=C(C(=C1OC)OC([2H])([2H])[2H])OC 2-chloro-3,5-dimethoxy-4-(trideuteromethoxy)benzoic acid